COC1=CC=C(/C=C/C2=CC=C(NC)C=C2)C=C1 (E)-4-(4-methoxystyryl)-N-methylaniline